NC12CCC(C1)(C2)C(=O)O.C(CCC)C2=CC=C(C=C2)S(=O)(=O)NC(CN(C)C)C2=CC(=C(C=C2)Cl)Cl 4-butyl-N-(1-(3,4-dichlorophenyl)-2-(dimethylamino)ethyl)benzenesulfonamide 4-aminobicyclo[2.1.1]hexane-1-carboxylate